(4-methoxyphenyl)-5-((2-methylthiazol-4-yl)methoxy)isoindolin-1-one COC1=CC=C(C=C1)N1C(C2=CC=C(C=C2C1)OCC=1N=C(SC1)C)=O